BrC1C(C)(C(=CC=C1)[N+](=O)[O-])C([2H])([2H])[2H] 2-Bromo-1-[(2H3)methyl]-6-nitrotoluene